4-[(2-Hydroxyethyl)amino]benzoic acid OCCNC1=CC=C(C(=O)O)C=C1